1-((1r,4r)-4-(2-((tertbutyldiphenylsilyl)oxy)ethyl)cyclohexyl)-4-(4,4,5,5-tetramethyl-1,3,2-dioxaborolan-2-yl)-1H-pyrazole C(C)(C)(C)[Si](OCCC1CCC(CC1)N1N=CC(=C1)B1OC(C(O1)(C)C)(C)C)(C1=CC=CC=C1)C1=CC=CC=C1